4-(4-(1-((4-chloro-3-METHYLPHENYL)amino)ethyl)-1H-1,2,3-triazol-1-yl)benzoic acid ClC1=C(C=C(C=C1)NC(C)C=1N=NN(C1)C1=CC=C(C(=O)O)C=C1)C